benzyl tert-butyl [(1S,3S,4S)-4-(methoxymethoxy)cyclohexane-1,3-diyl]biscarbamate COCO[C@@H]1[C@H](C[C@H](CC1)NC(OCC1=CC=CC=C1)=O)NC(OC(C)(C)C)=O